4-(2,3-difluoro-4-(3-(1-methyl-1H-indazol-6-yl)-1,4-dihydrothieno[2',3':4,5]cyclopenta[1,2-c]pyrazol-6-yl)benzyl)morpholine FC1=C(CN2CCOCC2)C=CC(=C1F)C1=CC2=C(CC3=C2NN=C3C3=CC=C2C=NN(C2=C3)C)S1